Cl.ClC=1C=CC(=C(CNCC2CCNCC2)C1)OCCCOC N-(5-chloro-2-(3-methoxypropoxy)benzyl)-1-(piperidin-4-yl)methanamine hydrochloride